methyl 2-[2,5-difluoro-4-(4,4,5,5-tetramethyl-1,3,2-dioxaborolan-2-yl)phenyl]acetate FC1=C(C=C(C(=C1)B1OC(C(O1)(C)C)(C)C)F)CC(=O)OC